6''-bromo-8''-methyl-2''H-dispiro[cyclopropan-1,1'-cyclohexane-3',3''-imidazo[1,5-a]pyridin]-1'',5''-dione BrC1=CC(=C2N(C1=O)C1(NC2=O)CC2(CCC1)CC2)C